ClC1=C(C=CC=C1C1=C(C(=NC=C1)C1=CC(=C(C=C1)CNC1CCC(CC1)OC)OC)Cl)C1=CC=C(C(=N1)OC)CNC1CCC(CC1)OC (1s,4s)-N-((6-(2-chloro-3-(3-chloro-2-(3-methoxy-4-((((1s,4s)-4-methoxycyclohexyl)amino)methyl)phenyl)pyridin-4-yl)phenyl)-2-methoxypyridin-3-yl)methyl)-4-methoxycyclohexan-1-amine